tetraazacyclopentadecine C\1=C\C=C/C=C\N=NN/N=C\C=C\C=C1